(R)-1-(1-acryloylpiperidin-3-yl)-4-amino-N-(5,6-dimethylbenzo[d]oxazol-2-yl)-1H-pyrazolo[3,4-d]pyrimidine-3-carboxamide C(C=C)(=O)N1C[C@@H](CCC1)N1N=C(C=2C1=NC=NC2N)C(=O)NC=2OC1=C(N2)C=C(C(=C1)C)C